5-(2-(5-((1R,4R,7R)-7-amino-2-azabicyclo[2.2.1]heptane-2-carbonyl)-7-methoxy-1-methyl-1H-benzo[d]imidazol-2-yl)-1-(cyclopropylmethyl)-1H-indol-7-yl)-3,3-difluoroindolin-2-one N[C@H]1[C@@H]2N(C[C@H]1CC2)C(=O)C2=CC1=C(N(C(=N1)C=1N(C3=C(C=CC=C3C1)C=1C=C3C(C(NC3=CC1)=O)(F)F)CC1CC1)C)C(=C2)OC